(3S,4R)-1-(4-bromophenyl)sulfonyl-4-[[3-methyl-5-(trifluoromethyl)-2-pyridyl]amino]piperidin-3-ol BrC1=CC=C(C=C1)S(=O)(=O)N1C[C@@H]([C@@H](CC1)NC1=NC=C(C=C1C)C(F)(F)F)O